CC1=CN(C2=CC=C(C=C12)N1CNCC=C1)C1CCN(CC1)CC1CCNCC1 1-(3-Methyl-1-(1-(piperidin-4-ylmethyl)piperidin-4-yl)-1H-indol-5-yl)dihydropyrimidine